(1R,2S)-2-{3-[(4-ethoxy-6-methanesulfonylpyridin-3-yl)amino]-1H-indazol-6-yl}-5'-methoxy-1'H-spiro[cyclopropane-1,3'-indol]-2'-one C(C)OC1=C(C=NC(=C1)S(=O)(=O)C)NC1=NNC2=CC(=CC=C12)[C@@H]1C[C@@]12C(NC1=CC=C(C=C21)OC)=O